IC(C)F iodofluoroethane